C(C)NC1=CC=C(C=N1)C1=NN2C(OCCC2)=C1C(=O)N[C@@H]1C(NC2=C(C(=N1)C1=CC=CC=C1)C=CC=C2F)=O 2-[6-(ethylamino)pyridin-3-yl]-N-[(3S)-9-fluoro-2-oxo-5-phenyl-1,3-dihydro-1,4-benzodiazepine-3-yl]-6,7-dihydro-5H-pyrazolo[5,1-b][1,3]Oxazine-3-carboxamide